FC=1C(=C(C(=NC1C1=CC(=CC=C1)C(F)(F)F)C(C)C)NC(OCC(Cl)(Cl)Cl)=O)C(C)C 2,2,2-trichloroethyl N-[5-fluoro-2,4-bis(propan-2-yl)-6-[3-(trifluoromethyl)phenyl]pyridin-3-yl]carbamate